(+-)-trans-1,2-cyclohexanedicarboxylic anhydride [C@@H]12[C@H](CCCC1)C(=O)OC2=O |r|